3-(5-((4-benzhydryl-3,3-dimethylpiperazin-1-yl)methyl)-7-fluoro-1-oxoisoindolin-2-yl)piperidine-2,6-dione C(C1=CC=CC=C1)(C1=CC=CC=C1)N1C(CN(CC1)CC=1C=C2CN(C(C2=C(C1)F)=O)C1C(NC(CC1)=O)=O)(C)C